Cl.N1C[C@H](CC1)NS(=O)(=O)C N-[(3S)-pyrrolidin-3-yl]methanesulfonamide hydrochloride